1-[4-(4-Cyclobutoxy-5-fluoro-pyrimidin-2-yl)-2,6-difluoro-phenyl]-pyrrolidin-3-yl-Acetic acid C1(CCC1)OC1=NC(=NC=C1F)C1=CC(=C(C(=C1)F)N1CC(CC1)CC(=O)O)F